perfluorohexyl-tripropoxysilane FC(C(C(F)(F)F)(F)F)(O[Si](OC(C(C(F)(F)F)(F)F)(F)F)(OC(C(C(F)(F)F)(F)F)(F)F)C(C(C(C(C(C(F)(F)F)(F)F)(F)F)(F)F)(F)F)(F)F)F